BrC=1C=C(C=CC1)C(C(=O)OC(C)(C)C)(CCC(C(C(C#C[Si](C(C)C)(C(C)C)C(C)C)(F)F)O)(C)C)C Tert-butyl 2-(3-Bromophenyl)-7,7-difluoro-6-hydroxy-2,5,5-trimethyl-9-(triisopropylsilyl)non-8-ynoate